C(#C)C=1C(=CC=C2C=C(C=C(C12)C1=CC=C2C(=NC(=NC2=C1F)OC[C@]12[C@H](N(CCC1)C)CCC2)N2CC(CCC2)(O)C(F)(F)F)O)F 1-(7-(8-ethynyl-7-fluoro-3-hydroxynaphthalen-1-yl)-8-fluoro-2-(((4aS,7aR)-1-methyloctahydro-4aH-cyclopenta[b]pyridin-4a-yl)methoxy)quinazolin-4-yl)-3-(trifluoromethyl)piperidin-3-ol